3-Chloro-11-((3-methoxybutyl)amino)-6-methyl-6,11-dihydrodibenzo[c,f][1,2]thiazepine 5,5-dioxide ClC1=CC2=C(C(C3=C(N(S2(=O)=O)C)C=CC=C3)NCCC(C)OC)C=C1